BrC1=CC(=C(CC2=NC3=C(N2CCOC)C=C(C=C3)C(=O)OC)C=C1)S(=O)(=O)C Methyl 2-(4-bromo-2-(methylsulfonyl)benzyl)-1-(2-methoxyethyl)-1H-benzo[d]imidazole-6-carboxylate